3-(N-(5-cyano-2-(thiophen-2-yl)phenyl)sulfamoyl)-4-ethylbenzoic Acid C(#N)C=1C=CC(=C(C1)NS(=O)(=O)C=1C=C(C(=O)O)C=CC1CC)C=1SC=CC1